6-(3-isopropyl-5-(4-(3-methoxyazetidin-1-yl)cyclohexyl)-4-methyl-1H-pyrrolo[2,3-c]pyridin-2-yl)-8-methoxy-[1,2,4]triazolo[1,5-a]pyridine C(C)(C)C1=C(NC2=CN=C(C(=C21)C)C2CCC(CC2)N2CC(C2)OC)C=2C=C(C=1N(C2)N=CN1)OC